ethyl 5-(2,6-dimethylpyridin-3-yl)isoxazole-3-carboxylate CC1=NC(=CC=C1C1=CC(=NO1)C(=O)OCC)C